C(\C=C(/C)\CCC=C(C)C)OC1=C2C=CC(OC2=CC(=C1)OC)=O 5-geranyloxy-7-meth-oxycoumarin